(4-(3-amino-1H-indazol-5-yl)pyridin-2-yl)-3-(o-tolyl)urea NC1=NNC2=CC=C(C=C12)C1=CC(=NC=C1)NC(=O)NC1=C(C=CC=C1)C